(3ar,5r,6as)-5-((3-fluoropyridin-2-yl)oxy)-2-(4-hydroxyphenylethyl)hexahydrocyclopenta[c]pyrrol FC=1C(=NC=CC1)OC1C[C@@H]2[C@@H](CN(C2)CCC2=CC=C(C=C2)O)C1